COC(=O)C12CCC(CC1)(C2)NC(=O)OCC2=CC=CC=C2 4-(((benzyloxy)carbonyl)amino)bicyclo[2.2.1]Heptane-1-carboxylic acid methyl ester